BrC=1C(=NN2C1OCC(C2)C)C2=CC=C(C=C2)F 3-Bromo-2-(4-fluorophenyl)-6-methyl-6,7-dihydro-5H-pyrazolo[5,1-b][1,3]oxazine